europium-iron oxide [O-2].[Fe+2].[Eu+3]